3,5-Diaminobenzyl alcohol NC=1C=C(CO)C=C(C1)N